(4-amino-1,3-dihydrofuro[3,4-c]quinolin-8-yl)-[(3S)-3-(3-chlorophenyl)morpholin-4-yl]methanone NC1=NC=2C=CC(=CC2C2=C1COC2)C(=O)N2[C@H](COCC2)C2=CC(=CC=C2)Cl